8-bromo-4-chloro-5,6-dihydrothieno[2,3-h]quinazoline BrC1=CC2=C(CCC=3C(=NC=NC23)Cl)S1